C(CCCCCCC\C=C/C\C=C/CCCCC)C(C(=O)NN)CC (9Z,12Z)-octadeca-9,12-dien-1-ylbutanehydrazide